F[Sb-](F)(F)(F)(F)F.F[Sb-](F)(F)(F)(F)F.S(C1=CC=C(C=C1)[S+](C1=CC=CC=C1)C1=CC=CC=C1)C1=CC=C(C=C1)[S+](C1=CC=CC=C1)C1=CC=CC=C1 (sulfanediyldibenzene-4,1-diyl)bis-(diphenylsulfonium) bis(hexafluoroantimonate)